d-beta-homoleucine N[C@H](CC(C)C)CC(=O)O